4-(2-(((tert-butoxycarbonyl)(3-hydroxypropyl)amino)methyl)-4-(4,4,5,5-tetramethyl-1,3,2-dioxaborolan-2-yl)phenyl)piperazine-1-carboxylate C(C)(C)(C)OC(=O)N(CCCO)CC1=C(C=CC(=C1)B1OC(C(O1)(C)C)(C)C)N1CCN(CC1)C(=O)[O-]